diisopropyl (4-nitrophenylsulfonyl)methylphosphonate [N+](=O)([O-])C1=CC=C(C=C1)S(=O)(=O)CP(OC(C)C)(OC(C)C)=O